heptadecan-9-yl 8-bromooctanoate BrCCCCCCCC(=O)OC(CCCCCCCC)CCCCCCCC